FC1(CC=C(CC1)C1=CC(=NC(=C1N)C1=C(C=CC(=C1)F)F)C)F 4-(4,4-difluorocyclohex-1-en-1-yl)-6-(2,5-difluorophenyl)-2-methylpyridin-5-amine